(1R,3S,5R)-2-(2-(3-acetyl-5-(5-methylpyrazin-2-yl)-1H-pyrazolo[3,4-c]pyridin-1-yl)acetyl)-N-(6-bromo-3-methylpyridin-2-yl)-5-methyl-2-azabicyclo[3.1.0]hexane-3-carboxamide C(C)(=O)C1=NN(C2=CN=C(C=C21)C2=NC=C(N=C2)C)CC(=O)N2[C@@H]1C[C@@]1(C[C@H]2C(=O)NC2=NC(=CC=C2C)Br)C